tert-butyl (S)-3-methyl-4-(pyridazin-3-ylmethyl)piperazine-1-carboxylate C[C@H]1CN(CCN1CC=1N=NC=CC1)C(=O)OC(C)(C)C